BrC=1C=CC=2C3=C(C=CC2C1)C=CC1=C3C=CS1 9-bromobenzonaphtho[1,2-d]thiophene